5-(piperazin-1-yl)pyrazolo[1,5-a]pyrimidine-3-Formamide N1(CCNCC1)C1=NC=2N(C=C1)N=CC2C(=O)N